COCC1=C(C=NC=C1)NC1=C(C(NC=C1)=O)C(=O)NC1=CC=C(C=C1)N1CCN(CC1)C 4-((4-(Methoxymethyl)pyridin-3-yl)amino)-N-(4-(4-methylpiperazin-1-yl)phenyl)-2-oxo-1,2-dihydropyridine-3-carboxamide